6-chloro-1-(3-cyclopropyl-4-pyridinyl)-7-(2-fluoro-6-hydroxyphenyl)-4-((2S)-2-methyl-4-(2-propenoyl)-1-piperazinyl)-2(1H)-quinazolinone ClC=1C=C2C(=NC(N(C2=CC1C1=C(C=CC=C1O)F)C1=C(C=NC=C1)C1CC1)=O)N1[C@H](CN(CC1)C(C=C)=O)C